ClC1=C(C=C(OCC(=O)N[C@H]2CN[C@@H](CC2)C=2OC(=NN2)N2CC(C2)OC(F)(F)F)C=C1)F 2-(4-chloro-3-fluorophenoxy)-N-[(3r,6s)-6-{5-[3-(trifluoromethoxy)azetidin-1-yl]-1,3,4-oxadiazol-2-yl}piperidin-3-yl]acetamide